2-(4-chlorophenyl)acetamide ClC1=CC=C(C=C1)CC(=O)N